1-(3-(3-(4-amino-1,3,5-triazin-2-yl)-5-chlorophenyl)-1,1-dioxidothiomorpholino)prop-2-en-1-one NC1=NC(=NC=N1)C=1C=C(C=C(C1)Cl)C1CS(CCN1C(C=C)=O)(=O)=O